FC1=C(C=CC(=C1)N1CCN(CC1)C)NC1=NC=CC(=N1)NC1=CN=NC2=C(C=CC=C12)C N2-(2-fluoro-4-(4-methylpiperazin-1-yl)phenyl)-N4-(8-methylcinnolin-4-yl)pyrimidine-2,4-diamine